O=C1NCCNC[C@H]1NC1=NC2=C(C=CC=C2C=2N1N=C(N2)C=2C=NN(C2)C(C)C)C#N 5-{[(6R)-5-oxo-1,4-diazepan-6-yl]amino}-2-[1-(propan-2-yl)-1H-pyrazol-4-yl][1,2,4]triazolo[1,5-c]quinazoline-7-carbonitrile